CNC1CCN(CC1)C=1C=C(NC2C(NC(CC2)=O)=O)C=CC1 3-[3-[4-(methylamino)-1-piperidinyl]anilino]piperidine-2,6-dione